dicarboxyl-methyl-amine C(=O)(O)N(C)C(=O)O